ClC1=NC(=C2N=CN(C2=N1)CC)Cl 2,6-dichloro-9-ethyl-purine